C(C=C)(=O)NC=1C=C(C=CC1)C=1C=C(C(=C2C=NC=NC12)N)C1=CC=C(C(=O)NC2=NC=CC(=C2)C2CC2)C=C1 4-(8-(3-acrylamidophenyl)-5-aminoquinazolin-6-yl)-N-(4-cyclopropylpyridin-2-yl)benzamide